(tert-butylimino)bis(diethylamino)niobium C(C)(C)(C)N=[Nb](N(CC)CC)N(CC)CC